C(C)C1=CC=C(C=C1)C[C@H]1[C@H](CCC2=CC=C(C(N12)=O)C)NS(=O)(=O)C |r| rac-N-{(3S,4S)-4-[(4-ethylphenyl)methyl]-7-methyl-6-oxo-1,3,4,6-tetrahydro-2H-quinolizin-3-yl}methanesulfonamide